methyl 2-((4-methoxystyryl) oxy)-2-methylpropionate COC1=CC=C(C=COC(C(=O)OC)(C)C)C=C1